ClC1=CC=C(C(=N1)C(=O)NS(=O)(=O)C)N[C@H](C)C=1C=C(C=C2C(N(C(=NC12)N1CCC(CC1)C1=C(C=NN1C1CC1)F)C)=O)C (R)-6-chloro-3-((1-(2-(4-(1-cyclopropyl-4-fluoro-1H-pyrazol-5-yl)piperidin-1-yl)-3,6-dimethyl-4-oxo-3,4-dihydroquinazolin-8-yl)ethyl)amino)-N-(methylsulfonyl)picolinamide